sodium dipropanesulfonate C(CC)S(=O)(=O)[O-].C(CC)S(=O)(=O)[O-].[Na+].[Na+]